4-(dimethoxymethyl)-1-(4-((1S,2S)-6-methoxy-2-(2,2,2-trifluoroethyl)-1,2,3,4-tetrahydronaphthalen-1-yl)phenyl)piperidine COC(C1CCN(CC1)C1=CC=C(C=C1)[C@@H]1[C@@H](CCC2=CC(=CC=C12)OC)CC(F)(F)F)OC